(S)-2-((5'-((4-chloro-2-fluorobenzyl)oxy)-2,2'-difluoro-[1,1'-biphenyl]-4-yl)methyl)-1-(oxetan-2-ylmethyl)-1H-benzo[d]imidazole-6-carboxylic acid ClC1=CC(=C(COC=2C=CC(=C(C2)C2=C(C=C(C=C2)CC2=NC3=C(N2C[C@H]2OCC2)C=C(C=C3)C(=O)O)F)F)C=C1)F